NCCCC=C(C)Cl gamma-aminopropyl-beta-chloropropene